(1aS,5aS)-2-(4-Chloro-pyridin-2-yl)-1a,2,5,5a-tetrahydro-1H-2,3-diaza-cyclopropa[a]pentalene-4-carboxylic Acid ((S)-2-Fluoro-1-hydroxymethyl-2-methyl-propyl)-amide FC([C@H](CO)NC(=O)C=1C=2C[C@H]3[C@@H](C2N(N1)C1=NC=CC(=C1)Cl)C3)(C)C